C(C1=NSC=N1)([2H])([2H])[2H] 3-(methyl-d3)-1,2,4-thiadiazole